N1=C(C=CC=C1)C(C)(C)N1C[C@@](CC1)([C@H](C(F)(F)F)O)CCC1=CC=C(S1)C#N |o1:14| 5-(2-((R)-1-(2-(pyridin-2-yl)propan-2-yl)-3-((R or S)-2,2,2-trifluoro-1-hydroxyethyl)pyrrolidin-3-yl)ethyl)thiophene-2-carbonitrile